4-(N-(1-(ethoxycarbonyl)-4-(hydroxymethyl)pyrrolidin-3-yl)sulfamoyl)-3-fluoro-1-methyl-1H-pyrrole-2-carboxylic acid ethyl ester C(C)OC(=O)C=1N(C=C(C1F)S(NC1CN(CC1CO)C(=O)OCC)(=O)=O)C